Tert-butyl(3-(4-(3-((2,6-dioxopiperidin-3-yl)carbamoyl)-4-fluorophenyl)piperazin-1-yl)propyl)carbamate C(C)(C)(C)OC(NCCCN1CCN(CC1)C1=CC(=C(C=C1)F)C(NC1C(NC(CC1)=O)=O)=O)=O